C(C=C)(=O)C(C(=O)O)CC acryloylbutanoic acid